FC=1C=C2C=NN(C2=C(C1OCOC)F)C1=CC=C(C=C1)O 4-(5,7-difluoro-6-(methoxymethoxy)-1H-indazol-1-yl)phenol